N[C@@H](C(=O)NCCCNC(C1=C(C=C(C=C1)NC=1C=2N(C=CN1)C(=CN2)C=2C(=NNC2)C(F)(F)F)CC)=O)C (R)-N-(3-(2-aminopropanamido)propyl)-2-ethyl-4-((3-(3-(trifluoromethyl)-1H-pyrazol-4-yl)imidazo[1,2-a]pyrazin-8-yl)amino)benzamide